CC1=C(C[C@@]2(NCCC2)C(=O)O)C=CC=C1 α-(2-methyl-benzyl)-proline